ClC1=CC(=NC(=N1)C(F)(F)F)C1C(C(C1)=O)(C)C 3-(6-chloro-2-(trifluoromethyl)pyrimidin-4-yl)-2,2-dimethylcyclobutan-1-one